(S)-N-(1-azido-21-(4-(naphthalen-1-yl)phenyl)-19,23-dioxo-3,6,9,12,15-pentaoxa-18,22-diazatetracosan-24-yl)-4-((4-methylpyridin-2-yl)amino)butanamide N(=[N+]=[N-])CCOCCOCCOCCOCCOCCNC(C[C@H](NC(CNC(CCCNC1=NC=CC(=C1)C)=O)=O)C1=CC=C(C=C1)C1=CC=CC2=CC=CC=C12)=O